NC1=NN2C(C=C(C=C2)C2=CC=C(C(=N2)OC)NC(=O)C2=C(N=NN2C)C2=CC=CC=C2)=N1 N-(6-(2-amino-[1,2,4]triazolo[1,5-a]pyridin-7-yl)-2-methoxypyridin-3-yl)-1-methyl-4-phenyl-1H-1,2,3-triazole-5-carboxamide